ClC1=NC(=CC=C1NC(=S)NC(C1=CC=CC=C1)=O)OC1=CC=C(C=C1)Cl N-((2-chloro-6-(4-chlorophenoxy)pyridin-3-yl)carbamothioyl)benzamide